3-(4-((5-methyl-2,5-diazabicyclo[2.2.1]heptan-2-yl)methyl)-3-(trifluoromethyl)phenyl)urea CN1C2CN(C(C1)C2)CC2=C(C=C(C=C2)NC(N)=O)C(F)(F)F